C[C@H]1N(CCOC1)C1=C2C(NC(=N1)C1=C3C(=NC=C1)NC=C3)=CC(=N2)C2=CC=NN2C (R)-3-methyl-4-(6-(1-methyl-1H-pyrazol-5-yl)-2-(1H-pyrrolo[2,3-b]pyridin-4-yl)pyrrolo[3,2-d]pyrimidin-4-yl)morpholine